2-(3-vinylpiperazin-1-yl)ethan-1-amine C(=C)C1CN(CCN1)CCN